COC1=NC=CC(=C1C)C=1C=NC=2CCN(CC2C1)C=1C(=CC=2N(N1)C(C=CN2)=O)C 7-(3-(2-methoxy-3-methylpyridin-4-yl)-7,8-dihydro-1,6-naphthyridin-6(5H)-yl)-8-methyl-4H-pyrimido[1,2-b]pyridazin-4-one